titanium isopropoxide (dodecylbenzenesulfonate) isopropoxide CC([O-])C.C(CCCCCCCCCCC)C1=C(C=CC=C1)S(=O)(=O)[O-].CC([O-])C.[Ti+3]